3,6-dihydro-2H-pyran-4-carboxylic acid O1CCC(=CC1)C(=O)O